bromothienylthiadiazole BrC1=C(N=NS1)C=1SC=CC1